(2s,4r)-4-amino-2-((5-methyl-1H-pyrazol-1-yl)methyl)pyrrolidine-1-carboxylic acid tert-butyl ester C(C)(C)(C)OC(=O)N1[C@@H](C[C@H](C1)N)CN1N=CC=C1C